tert-butyl 4-(2-chloro-8-hydroxy-2'-oxo-1',4',5,8-tetrahydro-2'H,6H-spiro[quinazoline-7,3'-quinolin]-4-yl)piperazine-1-carboxylate ClC1=NC=2C(C3(C(NC4=CC=CC=C4C3)=O)CCC2C(=N1)N1CCN(CC1)C(=O)OC(C)(C)C)O